tert-butyl 3-(4-(N-tert-butylsulfamoyl)phenylcarbamoyl)-3,4-dihydroisoquinoline-2(1H)-carboxylate C(C)(C)(C)NS(=O)(=O)C1=CC=C(C=C1)NC(=O)C1N(CC2=CC=CC=C2C1)C(=O)OC(C)(C)C